tri[2-(3-mercaptopropionyl)ethyl]isocyanuric acid SCCC(=O)CCN1C(N(C(N(C1=O)CCC(CCS)=O)=O)CCC(CCS)=O)=O